[Br].C(CCCCC)N1C(N(C=C1)C)C 1-hexyl-2,3-dimethylimidazole bromine salt